BrC1=CC=C(C=C1)C1CCN(CC1)C1=C(C(=C(N)C=C1)Cl)F 4-(4-(4-Bromophenyl)piperidin-1-yl)-2-chloro-3-fluoroaniline